The molecule is a phenolate anion obtained by deprotonation of the 2-hydroxy group of norsolorinic acid anthrone. It is the major microspecies at pH 7.3 (according to Marvin v 6.2.0.). It is a conjugate base of a norsolorinic acid anthrone. CCCCCC(=O)C1=C(C=C2CC3=C(C(=CC(=C3)O)O)C(=O)C2=C1[O-])O